2,2,2-Trichloroethyl (1-oxo-1,2,3,5,6,7-hexahydro-s-indacen-4-yl)carbamate O=C1CCC2=C(C=3CCCC3C=C12)NC(OCC(Cl)(Cl)Cl)=O